p-chloro-5-aminophenol ClC1=CC=C(C=C1N)O